C(C)N(C1=CC=C(C=N1)C=O)CC 6-(diethylamino)pyridine-3-carboxaldehyde